2-iodo-3-(trifluoromethyl)benzoic acid IC1=C(C(=O)O)C=CC=C1C(F)(F)F